C(C)(C)(C)C1=CC(=NN1[C@H]1COCC1)NC=1N(C=2C(=NC=C(C2)OC=2C=C3C(=NC2)NN=C3C)N1)C (R)-N-(5-(tert-butyl)-1-(tetrahydrofuran-3-yl)-1H-pyrazol-3-yl)-1-methyl-6-((3-methyl-1H-pyrazolo[3,4-b]pyridin-5-yl)oxy)-1H-imidazo[4,5-b]pyridin-2-amine